F[P-](F)(F)(F)(F)F.ClC1N(CCN1C)C 2-chloro-1,3-dimethylimidazolidine hexafluorophosphate